CC([O-])C.CC([O-])C.[Ti+2] titanium di(isopropoxide)